FC(C(=O)O)(F)F.C(C)N(N)C 1-ethyl-1-methylhydrazine 2,2,2-trifluoroacetate